tert-butyl (5-bromo-3-nitropyridin-2-yl)carbamate BrC=1C=C(C(=NC1)NC(OC(C)(C)C)=O)[N+](=O)[O-]